2-(4-((6-(Difluoromethoxy)pyridin-3-yl)(4-methoxypyridin-3-yl)amino)piperidin-1-yl)pyrimidine-5-carbonitrile FC(OC1=CC=C(C=N1)N(C1CCN(CC1)C1=NC=C(C=N1)C#N)C=1C=NC=CC1OC)F